5-nitrobenzimidazole [N+](=O)([O-])C1=CC2=C(N=CN2)C=C1